C1(=CC=CC=C1)C(C)NC1=C(C=NC2=CC=C(C=C12)C=1C=NC=CC1)C#N 4-(1-phenylethylamino)-6-(3-pyridyl)quinoline-3-carbonitrile